N'-(6-(difluoromethyl)-2-(methylthio)pyrido[2,3-d]pyrimidin-7-yl)-N,N-dimethylacetimidamide FC(C1=CC2=C(N=C(N=C2)SC)N=C1N=C(C)N(C)C)F